tert-butyl 2,4-dioxo-1-(4,4,4-trifluorobutyl)-3-(6-(trifluoromethyl)pyridin-3-yl)-1,3,8-triazaspiro[4.5]decane-8-carboxylate O=C1N(C2(C(N1C=1C=NC(=CC1)C(F)(F)F)=O)CCN(CC2)C(=O)OC(C)(C)C)CCCC(F)(F)F